CN1N=CC2=CC=CC(=C12)S(=O)(=O)C1=CC=C(C=C1)CNC(=O)C=1C=NC=2N(C1)C=CN2 N-{[4-(1-methyl-1H-indazole-7-sulfonyl)phenyl]methyl}imidazo[1,2-a]pyrimidine-6-carboxamide